ClC1=NC=CC(=C1)C1=C2CN(C(C2=CC=C1)=O)C=1C=CC=C2C(=CNC12)C1=NC(=NC=C1C)NC1=NN(C(=C1)C)C 4-(2-chloropyridin-4-yl)-2-(3-(2-((1,5-dimethyl-1H-pyrazol-3-yl)amino)-5-methylpyrimidin-4-yl)-1H-indol-7-yl)isoindolin-1-one